BrC1=C(SC=C1)C(=O)N1CCN(CC1)C1=C(C=CC=C1)NS(=O)(=O)C=1C=C(C=C(C1)C)C1=C(SC=C1)C(=O)O 5-(N-(2-(4-(3-bromothiophene-2-carbonyl)piperazin-1-yl)phenyl)sulfamoyl)-3-tolylthiophene-2-carboxylic acid